OC=1C=C2C=CC(=CC2=CC1O)C(=O)O 6,7-dihydroxy-2-naphthoic acid